(diazaborine) boron [B].N1=NB=CC=C1